ClC1=NC(=CN=C1)OC 2-chloro-6-methoxy-pyrazine